FC(S(=O)(=O)OC1=CC(CC1)C1=CC=NN1C)(F)F 3-(1-methyl-1H-pyrazol-5-yl)cyclopent-1-en-1-yl trifluoromethanesulfonate